C(C1=CC=CC=C1)N1C[C@H]([C@@H](C1)C1=CC=CC=C1)C(=O)OCC |r| Ethyl (±)-trans-1-benzyl-4-phenylpyrrolidine-3-carboxylate